C1(CC1)C1=CC(=NN1)NC1=NC(=NC=C1)N1CC(CCC1)C(C)(C)O 2-[1-[4-[(5-Cyclopropyl-1H-pyrazol-3-yl)amino]pyrimidin-2-yl]-3-piperidyl]propan-2-ol